7-((2S,3R,4R,5R)-4-(benzyloxy)-5-((benzyloxy)methyl)-3-fluorotetrahydrofuran-2-yl)-2,4-dimethoxyquinazoline C(C1=CC=CC=C1)O[C@H]1[C@@H]([C@@H](O[C@@H]1COCC1=CC=CC=C1)C1=CC=C2C(=NC(=NC2=C1)OC)OC)F